3-(tert-Butoxy)-N-(5-(2-((((1S,2S)-2-hydroxycyclopentyl)oxy)methyl)pyrimidin-5-yl)pyrazolo[1,5-a]pyridin-2-yl)cyclobutane-1-carboxamide C(C)(C)(C)OC1CC(C1)C(=O)NC1=NN2C(C=C(C=C2)C=2C=NC(=NC2)CO[C@@H]2[C@H](CCC2)O)=C1